C1(=CC=CC=C1)S(=O)(=O)[C@]12CCN([C@@H]2CCC2=C1C=CC(=C2)OCC2CCCCC2)C(=O)C2CCS(CC2)(=O)=O 4-[(3aR,9bR)-9b-(benzenesulfonyl)-7-(cyclohexylmethoxy)-1H,2H,3H,3aH,4H,5H,9bH-benzo[e]indole-3-carbonyl]-1λ6-thiane-1,1-dione